2-(2-(phenoxymethyl)thiazol-4-yl)ethan-1-one O(C1=CC=CC=C1)CC=1SC=C(N1)CC=O